FC1=CC=C(C=C1)C1=C(N=C(S1)NS(=O)(=O)C)C(=O)N 5-(4-Fluorophenyl)-2-(methylsulfonylamino)-thiazole-4-carboxamide